CN1N=CC(=C1)C=1SC=CN1 2-(1-methyl-1H-pyrazol-4-yl)thiazole